N-{[2-(cyclopentylmethoxy)-3,5-difluorophenyl]methyl}-5-{2-acetamidoimidazo[1,2-b]pyridazin-6-yl}-2,6-dimethylpyridine-3-carboxamide C1(CCCC1)COC1=C(C=C(C=C1F)F)CNC(=O)C=1C(=NC(=C(C1)C=1C=CC=2N(N1)C=C(N2)NC(C)=O)C)C